S(=O)(=O)(O)C1=CC=C(C)C=C1.CN(C1C(N(C(C1)=O)[C@H](C(=O)NCC1=C(C=CC=C1)F)C)=O)C (2S)-2-(3-(dimethylamino)-2,5-dioxopyrrolidin-1-yl)-N-(2-fluorobenzyl)propionamide tosylate